C(=O)(O)C(O)C(O)C(=O)O.FC1=CC2=C(C(=NO2)C2CCN(CC2)CCCOC2CN3C(CCC4=CC=CC2=C34)=O)C=C1 (3-(4-(6-fluorobenzo[d]isoxazol-3-yl)piperidin-1-yl)propoxy)-5,6-dihydro-1H-pyrrolo[3,2,1-ij]quinolin-4(2H)-one tartrate